C1(=CC=CC=C1)C(CC(=O)C1=C(C=CC=C1)C)=O 1-phenyl-3-(o-tolyl)propane-1,3-dione